C(C1=CC=CC=C1)OC(=O)COC1=CC=C2C(=CC=NC2=C1)C(=O)NCC(=O)O ({7-[(benzyloxycarbonyl)methoxy]-4-quinolyl}carbonylamino)acetic acid